FC1=NC=CC=C1NC=1C=NC=2CCN(CC2C1)C(=O)OC(C)(C)C Tert-butyl 3-[(2-fluoro-3-pyridyl)amino]-7,8-dihydro-5H-1,6-naphthyridine-6-carboxylate